ClC=1C=C(C=CC1)[C@@H](CO)NC(=O)C=1OC=C(N1)C1=NC(=NC=C1C)NC=1N=CSC1 (S)-N-(1-(3-chlorophenyl)-2-hydroxyethyl)-4-(5-methyl-2-(thiazol-4-ylamino)pyrimidin-4-yl)oxazole-2-carboxamide